tri(octyldodecyl) citrate C(CC(O)(C(=O)OC(CCCCCCCCCCC)CCCCCCCC)CC(=O)OC(CCCCCCCCCCC)CCCCCCCC)(=O)OC(CCCCCCCCCCC)CCCCCCCC